6-((2-((3aS,4R,6aR)-4-aminohexahydrocyclopenta[c]pyrrol-2(1H)-yl)-1H-benzo[d]imidazol-1-yl)methyl)nicotinonitrile hydrochloride Cl.N[C@@H]1CC[C@H]2CN(C[C@H]21)C2=NC1=C(N2CC2=NC=C(C#N)C=C2)C=CC=C1